4-((4-methoxy-3-(2-morpholinoethoxy)-phenyl)(methyl)Amino)coumarin COC1=C(C=C(C=C1)N(C1=CC(OC2=CC=CC=C12)=O)C)OCCN1CCOCC1